FC1(CCC(CC1)NC1=NN2C(C(=N1)OC)=C(C(=C2)F)C=2C=NC=1N(C2)C(=CN1)C(F)F)F N-(4,4-difluorocyclohexyl)-5-(3-(difluoromethyl)imidazo[1,2-a]pyrimidin-6-yl)-6-fluoro-4-methoxypyrrolo[2,1-f][1,2,4]triazin-2-amine